6-[7-(hydroxymethyl)-8-(prop-2-enamido)naphthalen-2-yl]-N-(1-methylpiperidin-4-yl)pyridine-2-carboxamide OCC1=CC=C2C=CC(=CC2=C1NC(C=C)=O)C1=CC=CC(=N1)C(=O)NC1CCN(CC1)C